3-(1-(((R)-1-(3-cyano-2-methylphenyl)ethyl)amino)-4-methylpyrido[3,4-d]pyridazin-7-yl)-3,6-diazabicyclo[3.1.1]heptane-6-carboxylic acid tert-butyl ester C(C)(C)(C)OC(=O)N1C2CN(CC1C2)C2=CC=1C(=C(N=NC1N[C@H](C)C1=C(C(=CC=C1)C#N)C)C)C=N2